endo-2-(2-(5-Methoxybenzofuran-3-yl)ethyl)-3-methyl-2-azabicyclo[2.2.2]oct-5-ene COC=1C=CC2=C(C(=CO2)CCN2C3C=CC(C2C)CC3)C1